2,3,4,5-tetra(9H-carbazol-9-yl)-6-(4,6-diphenylpyrimidin-2-yl)benzonitrile C1=CC=CC=2C3=CC=CC=C3N(C12)C1=C(C#N)C(=C(C(=C1N1C2=CC=CC=C2C=2C=CC=CC12)N1C2=CC=CC=C2C=2C=CC=CC12)N1C2=CC=CC=C2C=2C=CC=CC12)C1=NC(=CC(=N1)C1=CC=CC=C1)C1=CC=CC=C1